[4-(acetamido)phenyl]iminodisulfonyl difluoride C(C)(=O)NC1=CC=C(C=C1)N(S(=O)(=O)F)S(=O)(=O)F